O1C(=CC=C1)C=1C=C2C3=C(N(C2=CC1OC)C)C(=NC=C3)C 6-(furan-2-yl)-7-methoxy-1,9-dimethyl-9H-pyrido[3,4-b]indole